N12CCN(CC1)CC2 1,4-Di-azabicyclo(2.2.2)octan